(7R)-N-(2-amino-4-((4-hydroxybenzyl)amino)phenyl)-7,8-difluorooctanamide NC1=C(C=CC(=C1)NCC1=CC=C(C=C1)O)NC(CCCCC[C@H](CF)F)=O